Cl.C12CNCC(CC1)N2C2=CC(=NC=C2)OCCN2CCN(CC2)C(=O)OCC2=CC=CC=C2 benzyl 4-[2-[(4-[3,8-diazabicyclo[3.2.1]octan-8-yl]pyridin-2-yl)oxy]ethyl]piperazine-1-carboxylate hydrochloride